The molecule is a five amino acid oligopeptide fragment of the human and bovine milk protein, beta-casein. It acts as an inducer of macrophage chemotaxis. It has a role as a human metabolite and a mammalian metabolite. It is a conjugate acid of a beta-casochemotide-1(1-). CC(C)[C@@H](C(=O)N[C@@H](CCC(=O)O)C(=O)N1CCC[C@H]1C(=O)O)NC(=O)[C@@H]2CCCN2C(=O)[C@H](CC3=CC=C(C=C3)O)N